C(C)(C)(C)OC(NCC)=O Ethylcarbamic acid tert-butyl ester